3-((4,5-dimethoxy-2-nitrobenzyl)oxy)-2H-chromen-2-one COC1=CC(=C(COC=2C(OC3=CC=CC=C3C2)=O)C=C1OC)[N+](=O)[O-]